C(C)C=1C(=CNC1C)C 4-ethyl-3,5-dimethylpyrrole